C(C1=CC=CC=C1)N([C@H](C(=O)OC)[C@H](O)C1=CC2=C(OC(=C(O2)O)O)C=C1)CC1=CC=CC=C1 Methyl (2S,3R)-2-(dibenzylamino)-3-(2,3-dihydroxybenzo[b][1,4]dioxin-6-yl)-3-hydroxypropanoate